N1N=CC2=C(C=CC=C12)C=1C=C2C[C@]3(C(NC2=CC1)=O)CN(CC3)C#N (R)-6'-(1H-indazol-4-yl)-2'-oxo-1',4'-dihydro-2'H-spiro[pyrrolidine-3,3'-quinoline]-1-carbonitrile